C(C1=CC=CC=C1)(=O)O.C(C=1C(O)=CC=CC1)(=O)O salicylic acid benzoate